4-[[2-[4-[4-[(4R)-4-amino-2-oxo-pyrrolidin-1-yl]phenyl]sulfonylpiperazin-1-yl]-6-chloro-4-pyridinyl]-difluoro-methyl]cyclohexanecarboxamide N[C@@H]1CC(N(C1)C1=CC=C(C=C1)S(=O)(=O)N1CCN(CC1)C1=NC(=CC(=C1)C(C1CCC(CC1)C(=O)N)(F)F)Cl)=O